BrC=1C=C(C=CC1)C1OP(OCC1)(=O)NC1=NC(N(C=C1)[C@@H]1O[C@@H]([C@H](C1(F)F)O)CO)=O 4-((4-(3-Bromophenyl)-2-oxido-1,3,2-dioxaphosphinan-2-yl)amino)-1-((2R,4R,5R)-3,3-difluoro-4-hydroxy-5-(hydroxymethyl)tetrahydrofuran-2-yl)pyrimidin-2(1H)-on